6-(4-(difluoromethoxy)phenyl)-2-((4-methylthiazol-2-yl)methyl)pyridazin-3(2H)-one FC(OC1=CC=C(C=C1)C=1C=CC(N(N1)CC=1SC=C(N1)C)=O)F